C(C)C=1C(=CC=C2C=C(C=C(C12)B1OC(C(O1)(C)C)(C)C)OCOC)F 2-[8-ethyl-7-fluoro-3-(methoxymethoxy)naphthalen-1-yl]-4,4,5,5-tetramethyl-1,3,2-dioxaborolane